tert-Butyl (3S,4R)-phenyl-3-(isoquinolin-3-ylcarbamoyl)pyrrolidine-1-carboxylate C1(=CC=CC=C1)C1N(CC[C@@H]1C(NC=1N=CC2=CC=CC=C2C1)=O)C(=O)OC(C)(C)C